C1CC1(C(=O)O)N Aminocyclopropane-1-carboxylic ACID